OC(CCCC(CN(C(OCC1=CC=CC=C1)=O)C)(C)C)CO benzyl N-(6,7-dihydroxy-2,2-dimethyl-heptyl)-N-methylcarbamate